[Br-].C1(=CCCC1)C(C(=O)OC1C[N+](CC1)(C)C)(C1=CC=CC=C1)O 3-[2-(cyclopent-1-en-1-yl)-2-hydroxy-2-phenylacetoxy]-1,1-dimethylpyrrolidin-1-ium bromide